NC(C(=O)OCC(C1=CC=CC=C1)NC(=O)C1=CN(C=C1)C1=NC(=NC=C1C)NC1=C(C=C(C=C1)F)Cl)CC(C)C 2-(1-(2-((2-chloro-4-fluorophenyl)amino)-5-methylpyrimidin-4-yl)-1H-pyrrole-3-carboxamido)-2-phenylethyl 2-amino-4-methylpentanoate